CC12NC=3C=CC(=CC3C=C1CCC2)OC(F)(F)F 3a-Methyl-7-(trifluoromethoxy)-2,3,3a,4-tetrahydro-1H-cyclopenta[b]quinoline